FC1=C2C=CC(N(C2=C(C=C1)C#N)C)=O 5-fluoro-1-methyl-2-oxo-1,2-dihydroquinoline-8-carbonitrile